1-(2-fluorophenyl)-5-methyl-2-oxo-2,3-dihydro-1H-imidazole-4-carboxylic acid FC1=C(C=CC=C1)N1C(NC(=C1C)C(=O)O)=O